1,1-bis(2-hydroxy-3-methylphenyl)pentadecane tert-butyl-2-(3-(2,6-bis(benzyloxy)pyridin-3-yl)-1-methyl-1H-indazol-7-yl)octahydro-5H-pyrrolo[3,4-c]pyridine-5-carboxylate C(C)(C)(C)OC(=O)N1CC2C(CC1)CN(C2)C=2C=CC=C1C(=NN(C21)C)C=2C(=NC(=CC2)OCC2=CC=CC=C2)OCC2=CC=CC=C2.OC2=C(C=CC=C2C)C(CCCCCCCCCCCCCC)C2=C(C(=CC=C2)C)O